CC1NC(CC1)=O 2-Methyl-5-oxopyrrolidine